N[C@H](CC1=CNC2=CC=CC=C12)O (1S)-1-AMINO-2-(1H-INDOL-3-YL)ETHANOL